CN(C1CCC2=CC(=CC=C12)NC(C=C)=O)C1=CC=CC=C1 N-(1-(methyl(phenyl)amino)-2,3-dihydro-1H-inden-5-yl)acrylamide